[Cl-].CC(CC[N+]1=CC=CC(=C1)C)C 3,5-dimethylbutylpyridinium chloride